(2S,3R,5S)-4-[[3-(3,4-Difluoro-2-methoxy-phenyl)-5-(trifluoromethyl)tetrahydrofuran-2-carbonyl]amino]pyridin-2-carboxamid FC=1C(=C(C=CC1F)[C@@H]1[C@H](O[C@@H](C1)C(F)(F)F)C(=O)NC1=CC(=NC=C1)C(=O)N)OC